3-oxocyclobutyl benzoate C(C1=CC=CC=C1)(=O)OC1CC(C1)=O